(3S)-N-cyclobutyl-3-{[1-cyclopentyl-5-(2,4,6-trifluorophenyl)-1H-pyrazol-3-yl]formamido}-5-(piperidin-1-yl)pentanamide C1(CCC1)NC(C[C@H](CCN1CCCCC1)NC(=O)C1=NN(C(=C1)C1=C(C=C(C=C1F)F)F)C1CCCC1)=O